4-(5-amino-2-(((S)-1-methylpyrrolidin-2-yl)methoxy)-6-(naphthalen-1-ylcarbamoyl)pyrimidin-4-yl)-2-(cyanomethyl)piperazine-1-carboxylate NC=1C(=NC(=NC1C(NC1=CC=CC2=CC=CC=C12)=O)OC[C@H]1N(CCC1)C)N1CC(N(CC1)C(=O)[O-])CC#N